C=C1OCCCCCO1 2-methylene-1,3-dioxocan